C(CC)C1OO1 propyldioxirane